[Si](C1=CC=CC=C1)(C1=CC=CC=C1)(C(C)(C)C)OCCCC(CO)O 5-((tert-butyldiphenylsilyl)oxy)pentane-1,2-diol